ClC1=C(N(C(C2=C(C=CC=C12)C=1C=NC(=NC1)C#N)=O)C1=CC=CC=C1)[C@H](C)NC=1C2=C(N=CN1)NC=CC2=O (S)-5-(4-chloro-1-oxo-3-(1-((5-oxo-5,8-dihydropyrido[2,3-d]pyrimidin-4-yl)amino)ethyl)-2-phenyl-1,2-dihydroisoquinolin-8-yl)pyrimidine-2-carbonitrile